FC=1C=C(C#N)C=C(C1)OC1=C2C3=C(C=C1)C(C(C3(CCC23CC3)O)(F)F)(F)F 3-fluoro-5-((1,1,2,2-tetrafluoro-2a-hydroxy-2,2a,3,4-tetrahydro-1H-spiro[acenaphthylene-5,1'-cyclopropan]-6-yl)oxy)benzonitrile